O\N=C\C1=CC=C(C=C1)NC(OC(C)(C)C)=O tert-butyl (E)-(4-((hydroxyimino)methyl)phenyl)carbamate